Cadmium selenid [Se-2].[Cd+2]